O4-[4-(4-ethylcyclohexanecarbonyl) oxy-3-formyl-phenyl] O1-[4-(6-prop-2-enoyloxyhexyloxy) phenyl] cyclohexane-1,4-dicarboxylate C1(CCC(CC1)C(=O)OC1=CC(=C(C=C1)OC(=O)C1CCC(CC1)CC)C=O)C(=O)OC1=CC=C(C=C1)OCCCCCCOC(C=C)=O